NC=1C=2N(C=C(N1)C)C(=NC2C2=C(C=C(C=C2)NC([C@H](O)C2=CC(=CC=C2)F)=O)C)C (R)-N-(4-(8-amino-3,6-dimethylimidazo[1,5-a]pyrazin-1-yl)-3-methylphenyl)-2-(3-fluorophenyl)-2-hydroxyacetamide